CN1C=CC2=CC(=CC=C12)C=CC(=O)C=1C(NC2=CC=CC=C2C1)=O 3-(3-(1-methyl-1H-indol-5-yl)acryloyl)quinolin-2(1H)-one